COC(CCC1=NC2=C(N1C)C=C(C(=C2)OCC2COC2)N)=O 3-(6-amino-1-methyl-5-(oxetan-3-ylmethoxy)-1H-benzo[d]Imidazol-2-yl)propionic acid methyl ester